(S)-N-(4-((3-((4,4-difluoro-1-hydroxybutan-2-yl)amino)-1H-pyrazolo[3,4-b]pyridin-4-yl)oxy)-3-fluorophenyl)-2-(4-fluorophenyl)-3-oxo-2,3-dihydropyridazine-4-carboxamide FC(C[C@@H](CO)NC1=NNC2=NC=CC(=C21)OC2=C(C=C(C=C2)NC(=O)C=2C(N(N=CC2)C2=CC=C(C=C2)F)=O)F)F